BrC1=C(C=CC(=C1)OC(C)C)[N+](=O)[O-] 2-Bromo-4-isopropoxy-1-nitrobenzene